N-methyl-N-(4-((4-oxo-3,4-dihydrophthalazin-1-yl)methyl)phenyl)sulfamoylcarbamic acid tert-butyl ester C(C)(C)(C)OC(N(S(NC1=CC=C(C=C1)CC1=NNC(C2=CC=CC=C12)=O)(=O)=O)C)=O